1-{4-cyano-6-[(4-methylphenyl)amino]pyrimidin-2-yl}-5-amino-1H-pyrazole-4-carboxylic acid C(#N)C1=NC(=NC(=C1)NC1=CC=C(C=C1)C)N1N=CC(=C1N)C(=O)O